(l)-4-((5-((3S,4S)-4-amino-3-methyl-2-oxa-8-azaspiro[4.5]decan-8-yl)pyrazin-2-yl)thio)-6,6a,7,8-tetrahydro-9H-pyrido[3,2-b]pyrrolo[1,2-d][1,4]oxazin-9-one N[C@@H]1[C@@H](OCC12CCN(CC2)C=2N=CC(=NC2)SC2=CC=NC1=C2OC[C@H]2N1C(CC2)=O)C